C1(CC1)N(CCC(C(=O)O)NC(CCC1=CC=C(C=C1)F)=O)CCCCC1=NC=2NCCCC2C=C1 4-[cyclopropyl-[4-(5,6,7,8-tetrahydro-1,8-naphthyridin-2-yl)butyl]amino]-2-[3-(4-fluorophenyl)propanoylamino]butanoic acid